N-(4-chloro-3-(trans-3-hydroxycyclobutyl)phenyl)-3-methyl-6-azabicyclo[3.1.1]heptane-6-carboxamide ClC1=C(C=C(C=C1)NC(=O)N1C2CC(CC1C2)C)[C@@H]2C[C@H](C2)O